FC=1C=C(C=CC1)[C@@H](C)NC1=NC=2N(C=C1)N=CC2 (R)-N-(1-(3-fluorophenyl)ethyl)pyrazolo[1,5-a]pyrimidin-5-amine